5-(2-bromoethyl)-2,2-dimethyl-1,3-dioxane BrCCC1COC(OC1)(C)C